C(C)NC(=O)C1CC(CCC1C(C)C)C menthanecarboxylic acid N-ethyl amide